FC1(CC(C1)CN1N=C(C(=C1C(=O)NC1=CC(=NC=C1)C(=O)N)C)C(C(F)F)C)F 4-(1-((3,3-difluorocyclobutyl)methyl)-3-(1,1-difluoropropan-2-yl)-4-methyl-1H-pyrazole-5-carboxamido)picolinamide